BrC=1C(=NN(C1Cl)C)[C@@H]1[C@H](C(N(C1)C)=O)C(=O)NC=1C(=NC(=CC1)F)F (3S,4R)-4-(4-bromo-5-chloro-1-methyl-pyrazol-3-yl)-N-(2,6-difluoro-3-pyridyl)-1-methyl-2-oxo-pyrrolidine-3-carboxamide